CC(C(=O)OOC(C)(CC(C)C)OOC(C(CCCC)CC)=O)(C)C 2-(2,2-dimethylpropionyl-peroxy)-2-(2-ethylhexanoyl-peroxy)-4-methylpentane